NC(C1=CC(=C(C=C1)NS(=O)(=O)C1=CC=CC=C1)C=1OC=CC1)C1=CC=CC=C1 N-(4-(amino(phenyl)methyl)-2-(furan-2-yl)phenyl)benzenesulfonamide